4-(2-(1-ethyl-3-(trifluoromethyl)-1H-pyrazol-4-yl)-5-hydroxyphenyl)thieno[2,3-c]pyridine-2-carbonitrile C(C)N1N=C(C(=C1)C1=C(C=C(C=C1)O)C1=C2C(=CN=C1)SC(=C2)C#N)C(F)(F)F